C(C1=CC=CC=C1)OCC1=NN(C(N1CC)=O)C1=CC(=C(C(=O)OCC=C(C)C)C=C1F)I 3-methylbut-2-en-1-yl 4-(3-((benzyloxy)methyl)-4-ethyl-5-oxo-4,5-dihydro-1H-1,2,4-triazol-1-yl)-5-fluoro-2-iodobenzoate